C1(CCCC1)OC1=C(C=C(C=C1)[C@H](C)NC1=NC=C(C2=C1CN(C2=O)CC)F)F (S)-4-((1-(4-(cyclopentyloxy)-3-fluorophenyl)ethyl)amino)-2-ethyl-7-fluoro-2,3-dihydro-1H-pyrrolo[3,4-c]pyridin-1-one